C(C1=CC=CC=C1)(=O)C(=O)OC Methyl Benzoylformate